BrC(C(F)(F)F)(C(F)(F)F)Br 2,2-dibromohexafluoropropane